CC=1N=C2C(=NC(=NC2=NC1C)[C@@H]1C[C@@H](OCC1)C1=CN(C(S1)=O)C)C12CC(C1)(C2)C(F)(F)F 5-[(2R,4S)-4-[6,7-dimethyl-4-[3-(trifluoromethyl)-1-bicyclo[1.1.1]pentanyl]pteridin-2-yl]tetrahydropyran-2-yl]-3-methyl-thiazol-2-one